C1(CC1)C=1C=NC(=NC1)N1C[C@H]([C@@H](CC1)N1C([C@@H](CC1)OC[C@H](C)OC1=C(C(NN=C1)=O)C(F)(F)F)=O)O 5-(((S)-1-(((R)-1-((3R,4R)-1-(5-cyclopropylpyrimidin-2-yl)-3-hydroxypiperidin-4-yl)-2-oxopyrrolidin-3-yl)oxy)propan-2-yl)oxy)-4-(trifluoromethyl)pyridazin-3(2H)-one